C[C@@H]1CN(C[C@@H](N1)C)C1=CC=C(C=N1)C(=O)NC1=NN(C(=C1)C1=NC2=C(N1)C=CC(=C2)N2CCOCC2)C 6-[(3R,5S)-3,5-dimethylpiperazin-1-yl]-N-[1-methyl-5-(5-morpholino-1H-benzimidazol-2-yl)pyrazol-3-yl]pyridine-3-carboxamide